C(C=C)(=O)OCCCCCCCCCCCCCCCCCC normal octadecyl acrylate